C(C)(=O)C1=CC=C(C=C1)C[C@@H](C(=O)O)N (S)-3-(4-acetylphenyl)-2-aminopropanoic acid